tert-Butyl 4-(4-formyl-1H-pyrazol-1-yl)-2,6-dimethylpiperidine-1-carboxylate C(=O)C=1C=NN(C1)C1CC(N(C(C1)C)C(=O)OC(C)(C)C)C